3-4-butylresorcinol CCCCC1(CC(O)=CC=C1)O